6-[[5-chloro-3-(2,2-difluoroethoxy)-2-pyridyl]oxy]-1-methyl-N-(3-methyl-1,1-dioxo-thietan-3-yl)imidazo[4,5-c]pyridine-2-carboxamide ClC=1C=C(C(=NC1)OC1=CC2=C(C=N1)N=C(N2C)C(=O)NC2(CS(C2)(=O)=O)C)OCC(F)F